F[C@H]1CN(C[C@@H]1F)C1=NC=CC(=C1)OC1=CC(=C(C=C1)NC1=NC=NC2=CC(=C(C=C12)NC1CCN(CC1)C(C=C)=O)OC)F 1-(4-((4-((4-((2-((3S,4S)-3,4-difluoropyrrolidin-1-yl)pyridin-4-yl)oxy)-2-fluorophenyl)amino)-7-methoxyquinazolin-6-yl)amino)piperidin-1-yl)prop-2-en-1-one